[methyl(propan-2-yl)carbamoyl]oxyhepta-2,4-dien CN(C(=O)OCC=CC=CCC)C(C)C